C1(CCCCC1)C1=C(C=C(C=C1)S(=O)(=O)C)NS(=O)(=O)C=1C=C(C(=O)O)C=CC1C1CC1 3-(N-(2-cyclohexyl-5-(methylsulfonyl)phenyl)sulfamoyl)-4-cyclopropylbenzoic acid